COC1=C(C=CC=C1)C(CN1C(N(C(C2=C1SC(=C2C)C=2OC=CN2)=O)C(C(=O)O)(C)C)=O)OC2CC1(C2)COC1 2-[1-[2-(2-methoxyphenyl)-2-(6-oxaspiro[3.3]heptane-2-oxy)ethyl]-5-methyl-6-oxazol-2-yl-2,4-dioxo-thieno[2,3-d]pyrimid-3-yl]-2-methyl-propanoic acid